O=C1CN(CC12CCN(CC2)C(=O)OCC2=CC=CC=C2)C(=O)OC(C)(C)C 8-benzyl 2-tert-butyl 4-oxo-2,8-diazaspiro[4.5]decane-2,8-dicarboxylate